CC1=C(C=CC=C1)C1=C(C=CC=C1N(CCO)CCO)N 2-methyl-phenyl-1-amino-3-bis-(2'-hydroxyethyl)aminobenzene